OCCCN1C=C(C=CC1=O)C1=C(N=CC(=N1)C(=O)N)C=1OC=CN1 6-[1-(3-hydroxypropyl)-6-oxo-1,6-dihydropyridin-3-yl]-5-(1,3-Oxazol-2-yl)pyrazine-2-carboxamide